(4-{2-[4-(3-{4-chloro-3-cyclopropyl-1H-pyrrolo[2,3-b]pyridin-3-yl}phenyl)-3-oxopiperazin-1-yl]ethyl}piperidin-1-yl)carboxylic acid tert-butyl ester C(C)(C)(C)OC(=O)N1CCC(CC1)CCN1CC(N(CC1)C1=CC(=CC=C1)C1(CNC2=NC=CC(=C21)Cl)C2CC2)=O